N-Acetyl-D-penicillamine C(C)(=O)N[C@H](C(C)(C)S)C(=O)O